IC1=C(C=CC(=C1)C(F)(F)F)NC(=O)C=1C=NC=CC1 N-[2-iodo-4-(trifluoromethyl)phenyl]pyridine-3-carboxamide